FC1=C(C(=CC(=C1)[N+](=O)[O-])F)O 2,6-difluoro-4-Nitrophenol